N1C(=O)NC=2N=C(NC2C1=O)C(=O)N Xanthineamide